CN1C2=C(OC(C1)(C)C)N=CC(=C2)S(=O)(=O)Cl 1,3,3-trimethyl-2,3-dihydro-1H-pyrido[2,3-b][1,4]oxazine-7-sulfonyl chloride